1-chloro-2-(chloro(phenyl)(p-tolyl)methyl)benzene ClC1=C(C=CC=C1)C(C1=CC=C(C=C1)C)(C1=CC=CC=C1)Cl